C(#N)C1=CC(=NC=C1)[C@@H](C)NC(C(C=1C(NC2=CC=C(C=C2C1)F)=O)(F)F)=O |o1:8| Rel-N-[(1R)-1-(4-cyanopyridin-2-yl)ethyl]-2,2-difluoro-2-(6-fluoro-2-oxo-1H-quinolin-3-yl)acetamide